2-(3-(benzo[d]thiazol-2-ylamino)-4-methyl-6,7-dihydropyrido[2,3-c]pyridazin-8(5H)-yl)thiazole-4-carboxylic acid S1C(=NC2=C1C=CC=C2)NC2=C(C1=C(N=N2)N(CCC1)C=1SC=C(N1)C(=O)O)C